6-chloro-3-(((R)-1-((S)-9-fluoro-1,2,4a,5-tetrahydro-4H-[1,4]oxazino[4',3':4,5][1,4]oxazino[2,3-b]quinolin-11-yl)ethyl)amino)picolinic acid ClC1=CC=C(C(=N1)C(=O)O)N[C@H](C)C=1C=2C=C3C(=NC2C=C(C1)F)OC[C@H]1N3CCOC1